C(C)OC(OCC)[SiH2]C(CCNC(NCCC(C)[SiH2]C(OCC)OCC)=O)C bis[3-diethoxymethylsilylbutyl]urea